C(C)OC1=C(C=CC(=C1)[N+](=O)[O-])S(=O)(=O)Cl 2-ethoxy-4-nitrobenzene-1-sulfonyl chloride